Tert-butyl (((3-(2-(dimethylamino) ethyl)-5-methoxy-1H-indole-1-carbonyl) oxy) methyl) succinate C(CCC(=O)OCOC(=O)N1C=C(C2=CC(=CC=C12)OC)CCN(C)C)(=O)OC(C)(C)C